(+/-)-N5-((1R,5S,6r)-3-Oxabicyclo[3.1.0]hexan-6-yl)-3-(1H-indol-3-yl)-N7-methyl-2,3-dihydrobenzofuran-5,7-dicarboxamid [C@H]12COC[C@@H]2C1NC(=O)C=1C=C(C2=C(C(CO2)C2=CNC3=CC=CC=C23)C1)C(=O)NC